4-(2-(4-Aminopiperidin-1-yl)-6-(3-fluoro-4-methoxyphenyl)quinazolin-4-yl)benzonitrile NC1CCN(CC1)C1=NC2=CC=C(C=C2C(=N1)C1=CC=C(C#N)C=C1)C1=CC(=C(C=C1)OC)F